tert-butyl 3-methyl-4-(thiazol-2-yl)-3,6-dihydropyridine-1(2H)-carboxylate CC1CN(CC=C1C=1SC=CN1)C(=O)OC(C)(C)C